(2R)-1-[(4-cyclopropyl-2-fluoro-phenyl)-[2-[(4,4-difluorocyclohexyl)amino]-2-oxo-1-[4-(trifluoromethyl)-3-pyridyl]ethyl]carbamoyl]piperidine-2-carboxylic acid C1(CC1)C1=CC(=C(C=C1)N(C(=O)N1[C@H](CCCC1)C(=O)O)C(C(=O)NC1CCC(CC1)(F)F)C=1C=NC=CC1C(F)(F)F)F